[O-]S(=O)(=O)C(F)(F)F.C(CCCCC)[NH+]1CC(CC1)CCC 1-Hexyl-3-propylpyrrolidinium triflate